ClC1=C(C(=NN1C)C1=NOC(=C1)C)CN1CCC2(CC1)CCN(CC2)CCC(C)(C)C 3-(5-Chloro-4-((9-(3,3-dimethylbutyl)-3,9-diazaspiro[5.5]undecan-3-yl)methyl)-1-methyl-1H-pyrazol-3-yl)-5-methylisoxazole